ClC1=C2C(=CNC2=C(C=C1)N1CCC(CC1)C1=CC=C(C=C1)N1CCC(CC1)CN1CCC(CC1)N1C=CC2=CC(=CC(=C12)C)N1C(NC(CC1)=O)=O)C#N 4-Chloro-7-(4-{4-[4-({4-[5-(2,4-dioxo-1,3-diazinan-1-yl)-7-methyl-1H-indol-1-yl]piperidin-1-yl}methyl)piperidin-1-yl]phenyl}piperidin-1-yl)-1H-indole-3-carbonitrile